ethyl (3-(benzyloxy)-4-methyl-5-(naphthalen-2-yl)picolinoyl)glycinate C(C1=CC=CC=C1)OC=1C(=NC=C(C1C)C1=CC2=CC=CC=C2C=C1)C(=O)NCC(=O)OCC